C(C)N1CCN(CC1)C=1C=CC(=NC1)N1CN=C(C(=C1)F)C=1C=C2C3(C(=NC2=CC1)C)CCCC3 N-(5-(4-ethylpiperazin-1-yl)pyridin-2-yl)-5-fluoro-4-(2'-methylspiro[cyclopentane-1,3'-indol]-5'-yl)pyrimidine